FC1C(CN(C1)C([C@@](C(F)(F)F)(C)O)=O)N1C(C=2C=CC=NC2CC1)=O 6-(4-fluoro-1-((R)-3,3,3-trifluoro-2-hydroxy-2-methylpropanoyl)pyrrolidin-3-yl)-7,8-dihydro-1,6-naphthyridin-5(6H)-one